O(C1=CC=CC=C1)C1=CC=C(C=C1)C=1[CH-]C=CC1.[CH-]1C=CC=C1.[Fe+2] 2-[4-phenoxyphenyl]ferrocene